O-tert-Butyl (1R,4r,6R)-6-methoxy-1-methyl-2-azaspiro[3.3]heptane-2-carbothioate COC1CC2(CN([C@@H]2C)C(OC(C)(C)C)=S)C1